C1(CC1)C1=CC=C2C(=CN(C2=C1)C)C1=NC(=NC=C1)NC1=C(C=C(C(=C1)[N+](=O)[O-])F)OC 4-(6-cyclopropyl-1-methyl-1H-indol-3-yl)-N-(4-fluoro-2-methoxy-5-nitrophenyl)pyrimidin-2-amine